FC=1C=C(C=CC1)[C@@]1([C@H](CCCC1)CC1=NC=CC=C1)O (1R,2R)-1-(3-fluorophenyl)-2-(pyridin-2-ylmethyl)cyclohexanol